CC1=CC=C(C=C1)C1=CC(=C2C3=C(C=CC=C13)C=1C2=CC=C2C=C3C=CC=C(C3=CC12)N)N (4-methylphenyl)acenaphtho[1,2-a]anthracene-3,10-diamine